6-(4-((2-(3-Methoxyphenyl)-5-oxo-5,6-dihydropyrimido[4,5-d]pyridazin-4-yl)amino)phenyl)-6-azaspiro[2.5]octan COC=1C=C(C=CC1)C=1N=C(C2=C(C=NNC2=O)N1)NC1=CC=C(C=C1)N1CCC2(CC2)CC1